2-[2-[2-cyano-5-(trifluoromethyl)phenyl]sulfanylethyl]propanedinitrile C(#N)C1=C(C=C(C=C1)C(F)(F)F)SCCC(C#N)C#N